FC1=C(C=CC=C1)[C@@H]1CC[C@H](N1C(=O)C1=CC=C(C=C1)C1=C(C=CC=C1)OC)C(=O)O (2S,5S)-5-(2-fluorophenyl)-1-(2'-methoxy-[1,1'-biphenyl]-4-carbonyl)pyrrolidine-2-carboxylic acid